6,7-Diethoxy-4-(5-phenylpent-1-enyl)quinazoline C(C)OC=1C=C2C(=NC=NC2=CC1OCC)C=CCCCC1=CC=CC=C1